C(=C)C1=CC=C(C(=O)O)C=C1 p-vinyl-benzoic acid